C(C)(C)(C)OC(=O)NCC(=O)O N-(t-butoxycarbonyl)-glycine